N-((6-(2-(1H-1,2,3-triazol-1-yl)ethyl)-5-chloro-1-tosyl-1H-indol-2-yl)methyl)-1-methylcyclopropane-1-carboxamide N1(N=NC=C1)CCC1=C(C=C2C=C(N(C2=C1)S(=O)(=O)C1=CC=C(C)C=C1)CNC(=O)C1(CC1)C)Cl